4-fluoro-4-(5-((1S,5R)-5-(trifluoromethyl)-3-(8-(trifluoromethyl)quinolin-5-yl)-3-azabicyclo[3.1.0]hexane-1-yl)-1,3,4-oxadiazol-2-yl)piperidine-1-carboxylic acid tert-butyl ester C(C)(C)(C)OC(=O)N1CCC(CC1)(C=1OC(=NN1)[C@@]12CN(C[C@]2(C1)C(F)(F)F)C1=C2C=CC=NC2=C(C=C1)C(F)(F)F)F